NC(=C(C1=C(C(=CC=C1)S(=O)(=O)O)S(=O)(=O)O)N)C1=CC=CC=C1 Diaminostilbenedisulphonic acid